bithiophene iridium [Ir].S1C(=CC=C1)C=1SC=CC1